6-hydroxy-3,4-dihydroisoquinolin-1(2H)-one OC=1C=C2CCNC(C2=CC1)=O